(E)-3-(1-benzylpiperidin-4-yl)-1-(4-bromophenyl)propan-2-en-1-one ethyl-α-bromo-2-methylpropionate C(C)OC(C(C)(C)Br)=O.C(C1=CC=CC=C1)N1CCC(CC1)/C=C/C(=O)C1=CC=C(C=C1)Br